CC1=CC=C(C=C1)N1COC(=N1)C(F)(F)F 3-(4-methylphenyl)-5-trifluoromethyl-1,3,4-oxadiazole